3-amino-3-(2-nitro)phenyl-propionic acid C1=CC(=C(C(=C1)[N+](=O)[O-])N)CCC(=O)O